CN1N=C(C=C(C1=O)N1CC2(CCC2)CC1)C1=NNC2=CC=C(C=C12)OC1(CC1)C 2-Methyl-6-(5-(1-methylcyclopropoxy)-1H-indazol-3-yl)-4-(6-azaspiro[3.4]octan-6-yl)pyridazin-3(2H)-one